NC1=NC=C(C=N1)C=1C=C(C=CC1C)NC(=O)C=1C(N(C=CC1OCC)C1=CC=C(C=C1)F)=O N-(3-(2-aminopyrimidin-5-yl)-4-methylphenyl)-4-ethoxy-1-(4-fluorophenyl)-2-oxo-1,2-dihydropyridine-3-Carboxamide